C(C)C=1OCCN1 ethyl-2-oxazolin